trifluoromethylphenyl-boric acid FC(F)(F)C1=C(C=CC=C1)OB(O)O